CN(C(C1=CC=C(C(=O)N(C2CNCC2)C)C=C1)=O)C=1C=NNC1 N1,N4-dimethyl-N1-(1H-pyrazol-4-yl)-N4-(pyrrolidin-3-yl)-terephthalamide